CN1C(N(C2=C1C=C(C=C2)N2CCC(CC2)OC2CCNCC2)C2C(NC(CC2)=O)=O)=O 3-[3-methyl-2-oxo-5-[4-(4-piperidyloxy)-1-piperidyl]benzimidazol-1-yl]piperidine-2,6-dione